titanium 1,3-propanedioxy bis(ethylacetoacetate) C(C)CC(CC(=O)OOCCCOOC(CC(=O)CCC)=O)=O.[Ti]